ClC=1C=C2CO[C@@H](C2=CC1)C1CCC(C1O)O 5-[(1R)-5-chloro-1,3-dihydroisobenzofuran-1-yl]Cyclopentane-1,2-diol